tert-butyl (R)-3-((5-fluoro-4-(2-methoxy-4-methylphenyl)phthalazin-1-yl)amino)piperidine-1-carboxylate FC1=C2C(=NN=C(C2=CC=C1)N[C@H]1CN(CCC1)C(=O)OC(C)(C)C)C1=C(C=C(C=C1)C)OC